C12(CC3CC(CC(C1)C3)C2)C(=O)ON2C(C=3C(C2=O)=CC=CC3)=O N-(adamantaneformyloxy)phthalimide